C(C)(C)(C)OC(=O)N([C@@H]1C[C@@](N(C1)C(=O)OC(C)(C)C)(C(=O)OCC1=CC=CC=C1)CCCCB1OC(C(O1)(C)C)(C)C)CCNC(=O)OC(C)(C)C 2-benzyl 1-tert-butyl (2R,4R)-4-[tert-butoxycarbonyl-[2-(tert-butoxycarbonylamino)ethyl]amino]-2-[4-(4,4,5,5-tetramethyl-1,3,2-dioxaborolan-2-yl)butyl]pyrrolidine-1,2-dicarboxylate